1-(3-(methylcarbamoyl)-7-(trifluoromethyl)thieno[3,2-b]pyridin-5-yl)piperidin-4-yl-1-ethyl-1,6-diazaspiro[3.3]heptane-6-carboxylic acid CNC(=O)C1=CSC=2C1=NC(=CC2C(F)(F)F)N2CCC(CC2)C2N(C1(C2)CN(C1)C(=O)O)CC